(3-(4-tert-butylpyridin-2-yl)phenyl)boronic acid C(C)(C)(C)C1=CC(=NC=C1)C=1C=C(C=CC1)B(O)O